C(C)C1([C@@H](N(C1=O)C1=C2C=CNC2=CC=C1F)C1=CC(=C(C=C1OC)N1CCC(CC1)CN1CCN(CC1)C(=O)OC(C)(C)C)F)CC tert-Butyl 4-[(1-{4-[(2S)-3,3-diethyl-1-(5-fluoro-1H-indol-4-yl)-4-oxoazetidin-2-yl]-2-fluoro-5-methoxyphenyl}piperidin-4-yl)methyl]piperazine-1-carboxylate